Cl.N[C@H](C1=NC2=C(N1)C=CC(=C2)[C@H](NC(CC2CC(C2)(F)F)=O)C2CC2)C2[C@H]1CC(C[C@@H]21)(F)F N-((R)-(2-((S)-Amino((1R,5S,6r)-3,3-difluorobicyclo[3.1.0]hexan-6-yl)methyl)-1H-benzo[d]imidazol-5-yl)(cyclopropyl)methyl)-2-(3,3-difluorocyclobutyl)acetamide hydrochloride